C(C1=CC=CC=C1)(C1=CC=CC=C1)(C1=CC=CC=C1)ON=C(C1CCCC2=CC=CC=C12)C1CCCC2=CC=CC=C12 1-tetrahydronaphthyl ketone O-trityl oxime